OC1=C(C(=C(C(=C1O)O)O)O)O hexahydroxybenzene